methacryloyloxyethyltrimethyl-ammonium chlorid [Cl-].C(C(=C)C)(=O)OCC[N+](C)(C)C